ClC1=CC(=C(C=C1)COC1=CC=CC(=N1)C=1C=NC(=NC1)CC(=O)NC1=C(C=C(C(=O)OC)C=C1)NC[C@H]1OCC1)F methyl 4-(2-(5-(6-[(4-chloro-2-fluorophenyl)methoxy]pyridin-2-yl)pyrimidin-2-yl)acetamido)-3-({[(2S)-oxetan-2-yl]methyl}amino)benzoate